C(C)(C)(C)C1=CC2=C(N(C(=C2)C=O)CCOC)S1 Tert-butyl-6-(2-methoxyethyl)-6H-thieno[2,3-b]pyrrole-5-carbaldehyde